C(C)C(C(=O)[O-])CCCC.C(C)C(C(=O)[O-])CCCC.C(C)C(C(=O)[O-])CCCC.C(CCC)[Sn+3] butyl-tin tris(2-ethyl-1-hexanoate)